methacryloxyethyl-dimethyl-ammonium sulfate S(=O)(=O)([O-])[O-].C(C(=C)C)(=O)OCC[NH+](C)C.C(C(=C)C)(=O)OCC[NH+](C)C